OC(C)C1(OCCC2=C1NC(C1=C2C=C(S1)C=1C=NN(C1)COCC[Si](C)(C)C)=O)C 4-(1-hydroxyethyl)-4-methyl-8-(1-((2-(trimethylsilyl)ethoxy)methyl)-1H-pyrazol-4-yl)-1,5-dihydro-2H-pyrano[3,4-b]thieno[3,2-d]pyridin-6(4H)-one